1-(5-bromo-2-methoxyphenyl)-N,N-dimethylmethylamine BrC=1C=CC(=C(C1)CN(C)C)OC